BENZO[D][1,3]OXATHIOL-3-OXID O1CS(C2=C1C=CC=C2)=O